C(C=CC=C\C=C/CCCCCCCCCCC)(=O)O 7Z,10Z,13Z-Octadecatrienoic acid